ClC=1C(=C(N2N=C(N=CC21)N[C@H]2[C@@H](CN(CC2)S(=O)(=O)C)CC(=O)O)C2(CCC2)CC)C#N.C2(=CC=CC=C2)C2=C(C(=C(C=C2)C2=CC=CC=C2)C2=NN=NC(=C2C2=CC=CC=C2)C2=CC=CC=C2)C2=CC=CC=1OC3=C(C12)C=CC=C3 phenyldibenzofuranyl-(diphenyltriazinyl)biphenyl (3R,4R)-4-{[5-chloro-6-cyano-7-(1-ethylcyclobutyl)pyrrolo[2,1-f][1,2,4]triazin-2-yl]amino}-1-methanesulfonylpiperidin-3-yl-acetate